(3-(4-((3-chloropyridin-2-yl)oxy)phenyl)-1,2,4-oxadiazol-5-yl)methacrylic acid ClC=1C(=NC=CC1)OC1=CC=C(C=C1)C1=NOC(=N1)C=C(C(=O)O)C